FCCN1C(C2=C(C=C1)C=CN2C(=O)OC(C)(C)C)=O tert-butyl 6-(2-fluoroethyl)-7-oxo-pyrrolo[2,3-c]pyridine-1-carboxylate